9,19-Cyclolanost-24-en-3-ol acetate C[C@H](CCC=C(C)C)[C@H]1CC[C@@]2([C@@]1(CC[C@]34[C@H]2CC[C@@H]5[C@@]3(C4)C(CC(C5(C)C)O)OC(=O)C)C)C